C(CCC)(=O)O[C@H]1CC[C@@H]2[C@@]1(CC[C@@H]1[C@]3(CCC=4N=C(SC4C3=CC[C@@H]21)NC2=C(C=CC=C2)OC)C)C (5aR,5bS,7aS,8S,10aS,10bR)-2-((2-methoxyphenyl)amino)-5a,7a-dimethyl-5,5a,5b,6,7,7a,8,9,10,10a,10b,11-dodecahydro-4H-cyclopenta[7,8]phenanthro[2,1-d]thiazol-8-yl butyrate